2,6-diethyl-9-(2-carboxycyclohexyl)carbonyloxyanthracene C(C)C1=CC2=C(C3=CC=C(C=C3C=C2C=C1)CC)OC(=O)C1C(CCCC1)C(=O)O